OCC1(CC(C1)C=O)C ((1s,3s)-3-hydroxyMethyl-3-methylcyclobutyl)methanone